CS(=O)(=O)C1=CC=C(OCC2CNCCC2)C=C1 3-[(4-methanesulfonylphenoxy)methyl]piperidine